N-tert-butyl-4-((5-(4-chlorobenzoylamino)-2,3-diketoindol-1-yl)methyl)benzamide C(C)(C)(C)NC(C1=CC=C(C=C1)CN1C(C(C2=CC(=CC=C12)NC(C1=CC=C(C=C1)Cl)=O)=O)=O)=O